4-hydroxylamino-2-nitrobenzamide ONC1=CC(=C(C(=O)N)C=C1)[N+](=O)[O-]